5-(2-chloro-5-(isobutyrylaminomethyl)benzoylamino)-1-methyl-N-(2-(trifluoromethyl)benzyl)-1H-indole-2-carboxamide ClC1=C(C(=O)NC=2C=C3C=C(N(C3=CC2)C)C(=O)NCC2=C(C=CC=C2)C(F)(F)F)C=C(C=C1)CNC(C(C)C)=O